FC(C1=CC=C2C=CC(=CC2=C1)C(=O)OCC=C)P(=O)(OC1=CC=CC=C1)N[C@H](C(OCCC)=O)C allyl 7-(fluoro ((((S)-1-oxo-1-propoxyprop-2-yl) amino) (phenoxy) phosphoryl) methyl)-2-naphthoate